N1(CCNCC1)C1=CC(=C(C=C1)N1C(NC(CC1)=O)=O)C(F)(F)F 1-[4-piperazin-1-yl-2-(trifluoromethyl)phenyl]hexahydro-pyrimidine-2,4-dione